FC1(CC(C1)N1C(C(=CC=C1)NC(C1=C(C=C(C=C1)NS(=O)(=O)CCOC)N1CCC2(CC2)CC1)=O)=O)F N-(1-(3,3-difluorocyclobutyl)-2-oxo-1,2-dihydropyridin-3-yl)-4-((2-methoxyethyl)sulfonamido)-2-(6-azaspiro[2.5]octan-6-yl)benzamide